CC1=CC=C(CN2N=C3N([C@H](CCC3)C(=O)N3CC(C3)=O)C2=O)C=C1 |r| (5RS)-2-(4-Methylbenzyl)-5-[(3-oxoazetidin-1-yl)carbonyl]-5,6,7,8-tetrahydro[1,2,4]triazolo[4,3-a]pyridin-3(2H)-one